Barium sulfit S(=O)([O-])[O-].[Ba+2]